(S)-2-((4-methylphenyl)sulfanyl)-N,2-diphenylacetamide CC1=CC=C(C=C1)S[C@H](C(=O)NC1=CC=CC=C1)C1=CC=CC=C1